C=CC=CC pentanediene